1'-(2-(4H-1,2,4-Triazol-3-yl)propan-2-yl)-6-methyl-1-(1-methyl-1H-indazol-5-yl)-2-(1-methyl-1H-pyrazol-4-yl)-3,6-dihydro-7H-spiro[dipyrrolo[2,3-b:3',2'-d]pyridine-8,4'-piperidin]-7-one N=1N=C(NC1)C(C)(C)N1CCC2(CC1)C(N(C=1C2=C2C(=NC1)NC(=C2C=2C=C1C=NN(C1=CC2)C)C=2C=NN(C2)C)C)=O